FC(CC(=O)C1=NC=C(C=C1)F)(F)F 3,3,3-Trifluoro-1-(5-fluoro-2-pyridyl)propan-1-one